FCCCOC1CCC(CC1)N 4-(3-fluoropropoxy)cyclohexan-1-amine